FC(C(=O)O)(F)F.NCCCN1C(C=CC1=O)=O N-(3-aminopropyl)maleimide trifluoroacetate